COC1=C(C=C(C=C1)N1CCC(CC1)COC)S(=O)(=O)NC(=O)C1=NC2=CC=CC(=C2C=C1)N1N=CC=C1 N-((2-methoxy-5-(4-(methoxymethyl)piperidin-1-yl)phenyl)sulfonyl)-5-(1H-pyrazol-1-yl)quinoline-2-carboxamide